2-(5-(4-fluorophenyl)-8-methyl-1,6-dioxo-2,5-diazaspiro[3.4]octan-2-yl)acetamide FC1=CC=C(C=C1)N1C2(CN(C2=O)CC(=O)N)C(CC1=O)C